C(C)C1=C2CCN(C2=CC=C1)S(=O)(=O)C1=C2C=CNC(C2=CC=C1)=O 5-((4-Ethylindolin-1-yl)sulfonyl)isoquinolin-1(2H)-one